ClC=1C=C(C2=C(N=C(S2)NC(=O)C2(CCCCC2)C)C1)Cl N-(5,7-dichloro-1,3-benzothiazol-2-yl)-1-methylcyclohexane-1-carboxamide